8-Methyl-N,2-bis(pyridin-2-ylmethyl)-4,5-dihydro-2H-furo[2,3-g]indazol-7-carboxamid CC1=C(OC=2CCC3=CN(N=C3C21)CC2=NC=CC=C2)C(=O)NCC2=NC=CC=C2